3-chloro-N-(3-((4-(cyclohexanecarbonyl)piperazin-1-yl)methyl)phenyl)benzenesulfonamide ClC=1C=C(C=CC1)S(=O)(=O)NC1=CC(=CC=C1)CN1CCN(CC1)C(=O)C1CCCCC1